mellitic acid triimide C(C1=C(C(=O)O)C(C(=O)O)=C(C(=O)O)C(C(O)=N)=C1C(O)=N)(O)=N